2,2,2-trifluoro-N-[4-{[2-(2,2,2-trifluoroacetamido)pyridin-4-yl]ethynyl}-6-(2,2,2-trifluoroethoxy)pyrimidin-5-yl]acetamide FC(C(=O)NC=1C(=NC=NC1OCC(F)(F)F)C#CC1=CC(=NC=C1)NC(C(F)(F)F)=O)(F)F